C(#C)C1=CC=C(CN2C[C@@H](C[C@H](C2)C2=CC=C(C=C2)C(F)(F)F)CC(=O)O)C=C1 2-((3S,5S)-1-(4-ethynylbenzyl)-5-(4-(trifluoromethyl)phenyl)piperidin-3-yl)acetic acid